3-trifluoroacetamidopropyl 2-acetamido-2-deoxy-3-O-acetyl-4-O-(2,4,6-tri-O-acetyl-β-D-galactopyranosyl)-6-O-benzyl-β-D-glucopyranoside C(C)(=O)N[C@H]1[C@H](OCCCNC(C(F)(F)F)=O)O[C@@H]([C@H]([C@@H]1OC(C)=O)O[C@H]1[C@H](OC(C)=O)[C@@H](O)[C@@H](OC(C)=O)[C@H](O1)COC(C)=O)COCC1=CC=CC=C1